6-chloro-N-(2-fluoro-4-nitro-phenyl)-1H-indole-3-sulfonamide ClC1=CC=C2C(=CNC2=C1)S(=O)(=O)NC1=C(C=C(C=C1)[N+](=O)[O-])F